BrC=1C=C(C[C@@H]2N(CC[C@@H]2NS(=O)(=O)C)C(=O)C2(CCC2)F)C=CC1 N-((2S,3S)-2-(3-bromobenzyl)-1-((1-fluorocyclobutyl)carbonyl)pyrrolidin-3-yl)methanesulfonamide